Butyl butyrate (butyl butanoate) C(CCC)C(C(=O)O)CC.C(CCC)(=O)OCCCC